1-(3,4-difluorophenyl)cyclopropylamine FC=1C=C(C=CC1F)C1(CC1)N